[Co](Cl)(Cl)Cl.C(CCCCC)=N hex-animine cobalt (III) chloride